N-t-butyl-2-(3-trimethoxysilylpropyl)succinimide C(C)(C)(C)N1C(C(CC1=O)CCC[Si](OC)(OC)OC)=O